5-(chloromethyl)-4-cyclopropyl-1-(2,6-dimethylphenyl)-1H-pyrazole ClCC1=C(C=NN1C1=C(C=CC=C1C)C)C1CC1